imidazo[1,2-a]pyridine-6-carboxamide hydrochloride Cl.N=1C=CN2C1C=CC(=C2)C(=O)N